(R)-1,1,1-trifluoro-2-((R)-6-methyl-3-(trifluoromethyl)-5,6-dihydroisoxazolo[5,4-c][1,2,4]triazolo[4,3-a]pyridin-7-yl)propan-2-ol Germanium-Silicon-Tin [Sn].[Si].[Ge].FC([C@](C)(O)C1=NOC=2C=3N(C[C@@H](C21)C)C(=NN3)C(F)(F)F)(F)F